BrC1=CC2=C(OCC(N2)=O)C=C1 6-Bromo-2H-benzo[b][1,4]oxazin-3(4H)-one